C(C)(C)OC1=NN(C2=CC=C(C=C12)S(=O)(=O)NC)C1=CC=C(C=C1)C(F)(F)F 3-Isopropoxy-N-methyl-1-(4-(trifluoromethyl)phenyl)-1H-indazole-5-sulfonamide